N1(CCCC1)S(=O)(=O)C=1C=C(C=CC1)C1=CC(=CC=2NC=NC21)C(F)(F)F 4-(3-(pyrrolidin-1-ylsulfonyl)phenyl)-6-(trifluoromethyl)-1H-benzo[d]imidazole